6-bromo-2,2-difluoro-1,3-benzodioxol-5-ol BrC=1C(=CC2=C(OC(O2)(F)F)C1)O